[C@H]12N(C[C@H](NC1)C2)C2=NC(=CC(=N2)N2CC=1C(=NC=CC1C2=O)C2=C(C=CC=C2OC)F)C 2-(2-((1R,4R)-2,5-diazabicyclo[2.2.1]hept-2-yl)-6-methylpyrimidin-4-yl)-4-(2-fluoro-6-methoxyphenyl)-2,3-dihydro-1H-pyrrolo[3,4-c]pyridin-1-one